3-(pyrimido[1',6':1,5]pyrazolo[4,3-c][1,7]naphthyridin-6-ylamino)phenol C1=C2C=3C(C(=NC2=CN=C1)NC=1C=C(C=CC1)O)=C1N(N3)C=NC=C1